CC1=CC=C(C=C1)C=1CCCN1 3,4-Dihydro-5-(4-methylphenyl)-2H-pyrrole